((1R,5S,6s)-6-((4-(2-aminopropan-2-yl)-6-(1-methylcyclopentyl)pyridin-2-yl)oxy)-3-azabicyclo[3.1.0]hexan-3-yl)(1-methyl-3-(thiazol-4-yl)-1H-pyrazol-5-yl)methanone NC(C)(C)C1=CC(=NC(=C1)C1(CCCC1)C)OC1[C@@H]2CN(C[C@H]12)C(=O)C1=CC(=NN1C)C=1N=CSC1